BrC1=CC=C(C=C1)[C@@H](CC(=O)O)C (3R)-3-(4-Bromophenyl)butanoic acid